FC=1C=C(C=C(C1F)OC)N1CCC=2C=C(N=CC2C1)C(C)=O 1-(7-(3,4-difluoro-5-methoxyphenyl)-5,6,7,8-tetrahydro-2,7-naphthyridin-3-yl)ethanone